4-((4-(4-butylphenyl-sulfonamido)-3-(methoxycarbonyl)phenyl)amino)-4-oxobutanoic acid C(CCC)C1=CC=C(C=C1)S(=O)(=O)NC1=C(C=C(C=C1)NC(CCC(=O)O)=O)C(=O)OC